CC=1N=C(SC1C)NC(=NC(=O)NC1=CC=C(C=C1)Br)N 4,5-dimethylthiazol-2-yl-N''-(4-bromoaniline-carbonyl)-guanidine